[Na+].OCCS(=O)(=O)[O-] hydroxyethyl-sulfonic acid sodium salt